trans-2-(1-(biphenyl-4-ylsulfonyl)indolin-5-yl)-N-(piperidin-4-ylmethyl)cyclopropylamine C1(=CC=C(C=C1)S(=O)(=O)N1CCC2=CC(=CC=C12)[C@H]1[C@@H](C1)NCC1CCNCC1)C1=CC=CC=C1